2-(CYCLOPROPYLAMINO)ACETIC ACID C1(CC1)NCC(=O)O